CC1(C(N(C2=CC(=CC=C12)[C@@H]1[C@H](C1)C=1C=2N(N=C(C1)C=1C(NC(NC1)=O)=O)C=CN2)CC(F)(F)F)=O)C 5-[8-[(1S,2S)-2-[3,3-dimethyl-2-oxo-1-(2,2,2-trifluoroethyl)indolin-6-yl]cyclopropyl]imidazo[1,2-b]pyridazin-6-yl]-1H-pyrimidine-2,4-dione